2-[2-chloro-6-cyano-4-[1-[4-[[2-(methanesulfonamido)pyrimidin-4-yl]methoxy]phenyl]-1-methyl-ethyl]phenyl]ethyl-N-[2-(2,6-dioxo-3-piperidyl)-1-oxo-6-isoquinolyl]carbamate ClC1=C(C(=CC(=C1)C(C)(C)C1=CC=C(C=C1)OCC1=NC(=NC=C1)NS(=O)(=O)C)C#N)CCOC(NC=1C=C2C=CN(C(C2=CC1)=O)C1C(NC(CC1)=O)=O)=O